Trans-4-isopropyl-pyrrolidine-3-carboxylic acid C(C)(C)[C@H]1[C@@H](CNC1)C(=O)O